methyl-(3-(1-cyclopropylethyl)-2-hydroxyphenyl) butyrate C(CCC)(=O)OC1=C(C(=C(C=C1)C)C(C)C1CC1)O